C(CCCCCCC\C=C/CCCCCCCC)(=O)OCC1(COC(OC1)(C)C)COC(CCCCCCC\C=C/CCCCCCCC)=O (2,2-dimethyl-1,3-dioxane-5,5-diyl)bis(methylene) dioleate